benzonitrile 6-methyl-4,9-dioxo-1,5-dioxacyclononan-7-ylisobutyrate [(1S)-2,2-bis(4-fluorophenyl)-1-methyl-ethyl](2S)-2-[(3-acetoxy-4-methoxy-pyridine-2-carbonyl)amino]propionate FC1=CC=C(C=C1)C([C@H](C)OC([C@H](C)NC(=O)C1=NC=CC(=C1OC(C)=O)OC)=O)C1=CC=C(C=C1)F.CC1OC(CCOC(CC1OC(C(C)C)=O)=O)=O.C(C1=CC=CC=C1)#N